tert-butyl (R)-(2-(((5-bromo-3-fluoropyridin-2-yl)methyl)(1-(pyrimidin-2-yl)ethyl)carbamoyl)-6,8-dihydro-1H-furo[3,4-d]pyrrolo[3,2-b]pyridin-5-yl)carbamate BrC=1C=C(C(=NC1)CN(C(=O)C1=CC2=NC(=C3C(=C2N1)COC3)NC(OC(C)(C)C)=O)[C@H](C)C3=NC=CC=N3)F